6-Chloro-2-methyl-1,2,3,4-tetrahydroisoquinolin-7-amine ClC=1C=C2CCN(CC2=CC1N)C